1,3-diisocyanocyclohexane [N+](#[C-])C1CC(CCC1)[N+]#[C-]